C1(CCC1)N1N=CC(=C1)C1=CC=C(C(=C1C(=O)OCC)F)NC(=O)C1(CC1)C1=C(C=C(C=C1)C(F)(F)F)F Ethyl 6-(1-cyclobutyl-1H-pyrazol-4-yl)-2-fluoro-3-[({1-[2-fluoro-4-(trifluoromethyl) phenyl]cyclopropyl}carbonyl) amino]benzoate